NC=1C=CC=C2CCCC(C12)=O 8-amino-3,4-dihydronaphthalene-1(2H)-one